(1s,4s)-4-(8-(4-chloro-2-fluorophenylamino)-2-(cyclopentylamino)-9H-purin-9-yl)cyclohexanecarboxamide ClC1=CC(=C(C=C1)NC=1N(C2=NC(=NC=C2N1)NC1CCCC1)C1CCC(CC1)C(=O)N)F